C12(CC3CC(CC(C1)C3)C2)OC(C(S(=O)(=O)O)(F)F)C(F)(F)F 2-(1-adamantyloxy)-1,1,3,3,3-pentafluoropropane-1-sulfonic acid